N-(4-(4-((4-(2,6-dioxopiperidin-3-yl)-3-fluorobenzyl)(methyl)amino)piperidin-1-yl)-3-(trifluoromethyl)phenyl)-3-(imidazo[1,2-b]pyridazin-3-ylethynyl)-4-methylbenzamide O=C1NC(CCC1C1=C(C=C(CN(C2CCN(CC2)C2=C(C=C(C=C2)NC(C2=CC(=C(C=C2)C)C#CC2=CN=C3N2N=CC=C3)=O)C(F)(F)F)C)C=C1)F)=O